FC1(CC(C1)C(C(C(=O)NC1=CC=C(C=C1)C=1C(=NNC1C)C)NC(=O)C=1N(N=CC1)C(C)C)C1CC(C1)(F)F)F N-[1-[bis(3,3-difluorocyclobutyl)methyl]-2-[4-(3,5-dimethyl-1H-pyrazol-4-yl)anilino]-2-oxo-ethyl]-2-isopropyl-pyrazole-3-carboxamide